O=C([C@H](O)[C@H](O)CO)O D-Erythronic acid